diisopropyl hydroxymethyl phosphate P(=O)(OC(C)C)(OC(C)C)OCO